tertiary-octyl hydroperoxide C(C)(C)(CC(C)(C)C)OO